1,1-dimethylsilyl-cyclobutane tert-butyl-N-[3-[2-(4-chlorophenyl)triazol-4-yl]-1-bicyclo[1.1.1]pentanyl]carbamate C(C)(C)(C)OC(NC12CC(C1)(C2)C2=NN(N=C2)C2=CC=C(C=C2)Cl)=O.C[SiH2]C2(CCC2)[SiH2]C